(R)-1-(5-(5-chloro-2-methoxypyridin-4-yl)-1H-pyrazole-3-carbonyl)-N-(1-(3-fluorophenyl)ethyl)piperidine-4-carboxamide ClC=1C(=CC(=NC1)OC)C1=CC(=NN1)C(=O)N1CCC(CC1)C(=O)N[C@H](C)C1=CC(=CC=C1)F